(16R)-13-ethyl-8-methoxy-12,16-bis(trifluoromethyl)-12,13,15,16,17,18,19,20-octahydro-14H-6,22-(azeno)-11,7-(metheno)imidazo[2,1-c][1,4,10,13,15]oxatetraazacycloicosin-14-one C(C)N1C(C=2N=CC(=C(C3=CN4C(C(OCCCC[C@@H](NC1=O)C(F)(F)F)=N3)=NC=C4)C2)OC)C(F)(F)F